Pentan-2-yl 2-[1-[(2,3-difluorophenyl)methyl]-5-oxopyrrolidin-2-yl]acetate FC1=C(C=CC=C1F)CN1C(CCC1=O)CC(=O)OC(C)CCC